C(#C)C1=NC=C(C(=N1)C)C1=C(C2=C(N=CN=C2C)N1C)C1=CC(=C(C=C1)OC1=NC=CC(=N1)C)F 6-(2-ethynyl-4-methylpyrimidin-5-yl)-5-(3-fluoro-4-((4-methylpyrimidin-2-yl)oxy)phenyl)-4,7-dimethyl-7H-pyrrolo[2,3-d]pyrimidine